[Cl-].[Cl-].[Zr+2].C1(=CC=CC=C1)NCCCNC1=CC=CC=C1.C1(=CC=CC=C1)NCCCNC1=CC=CC=C1 bis(N,N'-diphenyl-1,3-propanediamine) zirconium dichloride